4,4'-bipyridyl cobalt [Co].N1=CC=C(C=C1)C1=CC=NC=C1